COCCOC1=CC=C(C=N1)N1C(NC2=C1C=CC=C2)=O 1-(6-(2-methoxyethoxy)pyridin-3-yl)-1H-benzo[d]imidazol-2(3H)-one